1,12-bis(4-(3-(trifluoromethyl)-3H-diazine-3-yl)phenyl)dodecane-2,11-dione tert-butyl-(3S)-3-{[(4-methylbenzenesulfonyl)oxy]methyl}piperidine-1-carboxylate C(C)(C)(C)OC(=O)N1C[C@H](CCC1)COS(=O)(=O)C1=CC=C(C=C1)C.FC(C1(NN=CC=C1)C1=CC=C(C=C1)CC(CCCCCCCCC(CC1=CC=C(C=C1)C1(NN=CC=C1)C(F)(F)F)=O)=O)(F)F